4-chloro-6-methyl-1,7-naphthyridine ClC1=CC=NC2=CN=C(C=C12)C